aza-spiro(3.3)heptane N1CCC12CCC2